(S)-quinuclidin-3-yl ((R)-7-fluoro-6-(3-isobutoxyphenyl)-2,2-dimethyl-1,2,3,4-tetrahydronaphthalen-1-yl)carbamate FC1=C(C=C2CCC([C@H](C2=C1)NC(O[C@@H]1CN2CCC1CC2)=O)(C)C)C2=CC(=CC=C2)OCC(C)C